2,2-dimethyltetrahydro-2H-pyran-4-carboxylic acid chloride CC1(OCCC(C1)C(=O)Cl)C